(R)-4-methoxy-6-(4-((3-(4-methyl-1-oxo-1,3-dihydroisobenzofuran-5-yl)piperazin-1-yl)methyl)-1H-imidazol-1-yl)pyridine-3-carbonitrile COC1=C(C=NC(=C1)N1C=NC(=C1)CN1C[C@H](NCC1)C=1C(=C2COC(C2=CC1)=O)C)C#N